Di-tert-butyl (2R,4S)-4-((tert-butoxycarbonyl)oxy)-5-oxopyrrolidine-1,2-dicarboxylate C(C)(C)(C)OC(=O)O[C@H]1C[C@@H](N(C1=O)C(=O)OC(C)(C)C)C(=O)OC(C)(C)C